8-[(1R)-1-(2-Ethynylanilino)ethyl]-3,6-dimethyl-2-phenyl-chromen-4-one C(#C)C1=C(N[C@H](C)C=2C=C(C=C3C(C(=C(OC23)C2=CC=CC=C2)C)=O)C)C=CC=C1